tert-Butyl 4-(6-azaspiro[3.5]nonan-6-yl)-2-methylpiperidine-1-carboxylate C1CCC12CN(CCC2)C2CC(N(CC2)C(=O)OC(C)(C)C)C